C(C)C=1C=2N(C=C(C1)C=1N=C3N(CC1)C=C(C=C3)N3CCNCC3)C=C(N2)C 2-(8-ethyl-2-methylimidazo[1,2-a]pyridin-6-yl)-7-(piperazin-1-yl)-4H-pyrido[1,2-a]pyrimidin